4-chloro-2-(1-methyl-1H-pyrazol-3-yl)thiazole-5-carboxylic acid ClC=1N=C(SC1C(=O)O)C1=NN(C=C1)C